C1(=CC=C(C=C1)N(C1=CC=CC=2C(C3=CC=CC=C3C12)(C)C)C1=CC=C(C=C1)C1=CC=CC=C1)C1=CC=CC=C1 bis-biphenyl-4-yl-(9,9-dimethyl-9H-fluoren-4-yl)-amine